nitrate sodium salt [Na+].[N+](=O)([O-])[O-]